2-chloro-4-((2-ethyl-7-methyl-6-oxo-1,2,3,4,6,7-hexahydro-[1,4]oxazepino[2,3-c]quinolin-10-yl)amino)nicotinonitrile ClC1=C(C#N)C(=CC=N1)NC1=CC=2C3=C(C(N(C2C=C1)C)=O)OCCC(N3)CC